5-(tert-butyl)-2-methylphenyl 2-deoxy-2-(1,3-dioxoisoindolin-2-yl)-1-thio-β-D-glucopyranoside O=C1N(C(C2=CC=CC=C12)=O)[C@H]1[C@H](SC2=C(C=CC(=C2)C(C)(C)C)C)O[C@@H]([C@H]([C@@H]1O)O)CO